13-(decanoyloxy)-7-hydroxytridecyl-3-heptyldecanoate C(CCCCCCCCC)(=O)OCCCCCCC(CCCCCCOC(CC(CCCCCCC)CCCCCCC)=O)O